S1C=NC2=C1C=CC(=C2)OC2=C(C=C(C=C2)NC=2C1=C(N=CN2)SC2=C1CCN(C2)C(=O)OC(C)(C)C)C tert-butyl 4-((4-(benzo[d]thiazol-5-yloxy)-3-methylphenyl)amino)-5,8-dihydropyrido[4',3':4,5]thieno[2,3-d]pyrimidine-7(6H)-carboxylate